(P)-1-(5-fluoro-2-methoxy-4-(2,2,2-trifluoroethoxy)phenyl)-N-(isoxazol-3-yl)-2-oxo-1,2-dihydroquinoline-6-sulfonamide FC=1C(=CC(=C(C1)N1C(C=CC2=CC(=CC=C12)S(=O)(=O)NC1=NOC=C1)=O)OC)OCC(F)(F)F